di-carboxyphenanthroline C(=O)(O)C=1C(=NC2=C3N=CC=CC3=CC=C2C1)C(=O)O